Cl.NCCCNCCCNCC=1C=C(C=C(C1)CNCCCNCCCN)CO (3,5-bis(((3-((3-aminopropyl)amino)propyl)amino)methyl)phenyl)-methanol, hydrochloride salt